divalproate sodium [Na+].C(C(CCC)CCC)(=O)[O-].C(C(CCC)CCC)(=O)[O-].[Na+]